2-bromo-4-oxo-4,5,6,7-tetrahydropyrazolo[1,5-a]pyridine-5-carboxylic acid methyl ester COC(=O)C1C(C=2N(CC1)N=C(C2)Br)=O